5-(4-(6-(4-(3-amino-6-(2-hydroxyphenyl)pyridazin-4-yl)phenyl)-2-azaspiro[3.3]heptan-2-yl)piperidin-1-yl)-2-(2,6-dioxopiperidin-3-yl)isoindoline-1,3-dione NC=1N=NC(=CC1C1=CC=C(C=C1)C1CC2(CN(C2)C2CCN(CC2)C=2C=C3C(N(C(C3=CC2)=O)C2C(NC(CC2)=O)=O)=O)C1)C1=C(C=CC=C1)O